1-methyl-1-(2-(pyrazolo[1,5-a]pyrazine-3-carbonyl)-2-azaspiro[3.3]heptan-6-yl)-3-(5-(trifluoromethyl)pyridin-3-yl)urea CN(C(=O)NC=1C=NC=C(C1)C(F)(F)F)C1CC2(CN(C2)C(=O)C=2C=NN3C2C=NC=C3)C1